tetrahydro-5H-pyrido[2,3-d]azepin N1CCCC2=C1C=CN=CC2